5-(3-methyl-2,3,4,5-tetrahydropyridin-6-yl)-1H-Indazole CC1CN=C(CC1)C=1C=C2C=NNC2=CC1